N1N=CC=2C1=NC=CC2OC21CCC(CC2)(C1)NC(OC(C)(C)C)=O tert-butyl N-[4-(1H-pyrazolo[3,4-b]pyridin-4-yloxy)norbornan-1-yl]carbamate